FC(OC1=CC=CC=2C(N([C@H]3C=4N([C@@H](C21)C3)C3=C(N4)C=CC(=C3)C#CCCN3C[C@H](CC3)F)C([2H])([2H])[2H])=O)F (7R,14R)-1-(difluoromethoxy)-11-(4-((S)-3-fluoropyrrolidin-1-yl)but-1-yn-1-yl)-6-(methyl-d3)-6,7-dihydro-7,14-methanobenzo[f]benzo[4,5]imidazo[1,2-a][1,4]diazocin-5(14H)-one